trans-1-((4-((S)-3-(3,5-difluorophenyl)isoxazolidine-2-carbonyl)cyclohexyl)methyl)-1H-indazole-5-carboxamide FC=1C=C(C=C(C1)F)[C@H]1N(OCC1)C(=O)[C@@H]1CC[C@H](CC1)CN1N=CC2=CC(=CC=C12)C(=O)N